Tert-butyl (3R)-3-hydroxypiperidine-1-carboxylate O[C@H]1CN(CCC1)C(=O)OC(C)(C)C